C(C)C1NCCOC1 3-ethylmorpholine